N(=O)OO[K] potassiooxy nitrite